(R)-phenyl-[(3S)-1,2,3,4-tetrahydropyrido[2,3-b]pyrazin-3-yl]methanamine C1(=CC=CC=C1)[C@@H](N)[C@@H]1CNC2=C(N1)N=CC=C2